1-(4-amino-8-(3-hydroxy-2,6-dimethylphenyl)pyrido[3,4-d]pyrimidin-6-yl)-3-methylpyrrolidin-3-ol NC=1C2=C(N=CN1)C(=NC(=C2)N2CC(CC2)(O)C)C2=C(C(=CC=C2C)O)C